ClC1=CC=C(N=N1)N(C1C[C@]2(CC[C@@](C1)(N2C(=O)OC(C)(C)C)C)C)C tert-butyl (1R,3s,5S)-3-((6-chloropyridazin-3-yl) (methyl)amino)-1,5-dimethyl-8-azabicyclo[3.2.1]octane-8-carboxylate